C[C@@H](C/C(/CC)=N/O)CC |r| (+-)-(3E)-5-methyl-3-heptanone oxime